ON(C[C@H](C=1C=NN(C1F)C)C(C(=O)OCC)C(=O)OCC)O diethyl 2-[(1S)-2-(dihydroxyamino)-1-(5-fluoro-1-methyl-pyrazol-4-yl)ethyl]propanedioate